S(=O)(=O)(O)CCCC(CC)S(=O)(=O)O sulfopropyl-(propanesulfonic acid)